BrC1=CC=C2CN(C(C2=C1)=O)[C@@H](C(=O)NC=1SC=CN1)C1=C(C=CC(=C1)F)OC |r| (2RS)-2-(6-bromo-1-oxo-isoindolin-2-yl)-2-(5-fluoro-2-methoxy-phenyl)-N-thiazol-2-yl-acetamide